N-[5-(2,2-difluoroethoxy)-4,6-dimethoxy-pyrimidin-2-yl]-5-pyridazin-3-yl-1H-pyrrole-3-sulfonamide FC(COC=1C(=NC(=NC1OC)NS(=O)(=O)C1=CNC(=C1)C=1N=NC=CC1)OC)F